C1(CC1)CNC=1N=CC2=C(N(C(C=3C=C(C=CC23)N2CCN(CC2)CC(F)(F)F)=O)[C@@H]2CC[C@H](CC2)O)N1 trans-3-((Cyclopropylmethyl)amino)-5-(4-hydroxycyclohexyl)-8-(4-(2,2,2-trifluoroethyl)piperazin-1-yl)pyrimido[4,5-c]isoquinolin-6(5H)-one